1-(2-((2-oxabicyclo[2.2.2]oct-4-yl)methoxy)-7-(3-amino-8-ethynyl-7-fluoronaphthalen-1-yl)-4-((1r,5s)-3,8-diazabicyclo[3.2.1]oct-3-yl)-8-fluoroquinazolin-6-yl)ethan-1-one C12OCC(CC1)(CC2)COC2=NC1=C(C(=C(C=C1C(=N2)N2C[C@H]1CC[C@@H](C2)N1)C(C)=O)C1=CC(=CC2=CC=C(C(=C12)C#C)F)N)F